C(C)OC(=O)C=1N=C(OC1)NS(=O)(=O)C 2-(Methylsulfonylamino)oxazole-4-carboxylic acid ethyl ester